C1(CCC1)CN1C(N(CC12CCC(CC2)(C2=CC=CC=C2)N(C)C)C=2C(=NC(=NC2)C#N)OC)=O 5-[1-(cyclobutyl-methyl)-8-dimethylamino-2-oxo-8-phenyl-1,3-diazaspiro[4.5]decan-3-yl]-4-methoxy-pyrimidine-2-carbonitrile